deoxythymidine-3'-yl [3,4,5-tris(octadecyloxy) benzyl] succinate C(CCC(=O)OCC1=CC(=C(C(=C1)OCCCCCCCCCCCCCCCCCC)OCCCCCCCCCCCCCCCCCC)OCCCCCCCCCCCCCCCCCC)(=O)O[C@@]1(C[C@@H](O[C@@H]1CO)N1C(=O)NC(=O)C(C)=C1)O